C(CCC)C(CC(=O)O)CCCCCC 3-butylnonanoic acid